CC1=CC=C(C=C1)S(=O)(=O)OC[C@H]1OC[C@@H](CC1)NS(=O)(=O)N1CCC1 ((2S,5R)-5-(Azetidine-1-sulfonamido)tetrahydro-2H-pyran-2-yl)methyl 4-methylbenzenesulfonate